tris(2,4-di-tert-butylphenyl) phosphite phosphate P(=O)(O)(O)O.P(OC1=C(C=C(C=C1)C(C)(C)C)C(C)(C)C)(OC1=C(C=C(C=C1)C(C)(C)C)C(C)(C)C)OC1=C(C=C(C=C1)C(C)(C)C)C(C)(C)C